6-(2-methylimidazo[1,2-a]pyridin-7-yl)-5-[1-(2,3,3,3-tetrafluoropropyl)-1H-pyrazol-4-yl]pyridine-2-carbonitrile CC=1N=C2N(C=CC(=C2)C2=C(C=CC(=N2)C#N)C=2C=NN(C2)CC(C(F)(F)F)F)C1